ClC=1N=CC2=C(NC3=CC(=CC=C23)C(F)(F)F)N1 2-chloro-7-(trifluoromethyl)-9H-pyrimido[4,5-b]indole